ClC1=C(C(=O)N(CCC)C2(CC2)C#N)C=C(C=C1)C=1C=NN(C1)C=1N(N=C(C1OC(F)F)C(C(F)(F)F)(C(F)(F)F)F)C 2-chloro-N-(1-cyanocyclopropyl)-5-[1-[4-(difluoromethoxy)-2-methyl-5-[1,2,2,2-tetrafluoro-1-(trifluoromethyl)ethyl]pyrazol-3-yl]pyrazol-4-yl]-N-propyl-benzamide